CN1C(N(C2=C1C=C(C=C2)N2CCNCC2)C2C(NC(CC2)=O)=O)=O 3-(3-Methyl-2-oxo-5-(piperazin-1-yl)-2,3-dihydro-1H-benzo[d]imidazol-1-yl)piperidine-2,6-dione